(E)-1-(2,4-Dihydroxyphenyl)-3-[4-[2-hydroxy-4-[(E)-3-(2-hydroxy-4-nitrosophenyl)-3-oxoprop-1-enyl]phenoxy]phenyl]prop-2-en-1-one OC1=C(C=CC(=C1)O)C(\C=C\C1=CC=C(C=C1)OC1=C(C=C(C=C1)\C=C\C(=O)C1=C(C=C(C=C1)N=O)O)O)=O